FC1=C2CN(C(C2=CC(=C1C1CCN(CC1)CC1=CSC=C1)F)=O)C1C(NC(CC1)=O)=O 3-(4,6-difluoro-1-oxo-5-(1-(thiophen-3-ylmethyl)piperidin-4-yl)isoindolin-2-yl)piperidine-2,6-dione